N-(n-butyl)-N-phenylglycine C(CCC)N(CC(=O)O)C1=CC=CC=C1